3-((tert-butyldimethylsilyl)oxy)-1-(pyridin-2-yl)prop-1-en-1-yltrifluoromethanesulfonic acid [Si](C)(C)(C(C)(C)C)OCC=C(C1=NC=CC=C1)OS(=O)(=O)C(F)(F)F